NC(CCN1C(CCC1=O)C(=O)NC1=C(C=CC(=C1)OC1=CC=C(C=C1)C(F)(F)F)OC)=O 1-(3-Amino-3-oxopropyl)-N-(2-methoxy-5-(4-(trifluoromethyl)phenoxy)-phenyl)-5-oxopyrrolidine-2-carboxamide